2-hydroxy-5-(hydroxymethyl)-benzaldehyde OC1=C(C=O)C=C(C=C1)CO